nonylamide C(CCCCCCCC)[NH-]